ClC1=CC=C(C=C1)C#CC12CCC(CC1)(N2)[C@H](O)C2=CC(=CC=C2)F (R)-(4-((4-chlorophenyl)ethynyl)-7-azabicyclo[2.2.1]heptan-1-yl)-(3-fluorophenyl)methanol